BrC1=C(C=C2C=NN(C2=C1)C(C(C)(C)C)=O)[N+](=O)[O-] (6-bromo-5-nitro-1H-indazol-1-yl)-2,2-dimethylpropan-1-one